2,6-diisopropylphenylimidazolium chloride [Cl-].C(C)(C)C1=C(C(=CC=C1)C(C)C)C=1NC=C[NH+]1